1-(5-(6-Chloro-7-(2-fluoro-6-hydroxyphenyl)-2-(((S)-1-methylpyrrolidin-2-yl)methoxy)pyrido[2,3-d]pyrimidin-4-yl)-2,5-diazabicyclo[4.1.0]heptan-2-yl)prop-2-en-1-one ClC1=CC2=C(N=C(N=C2N2CCN(C3CC23)C(C=C)=O)OC[C@H]2N(CCC2)C)N=C1C1=C(C=CC=C1O)F